(E)-3-(4-Hydroxy-3-methoxyphenyl)-1-[2-methoxy-4-[7-methoxy-3-methyl-5-[(E)-prop-1-enyl]-2,3-dihydro-1-benzofuran-2-yl]phenyl]prop-2-en-1-one OC1=C(C=C(C=C1)/C=C/C(=O)C1=C(C=C(C=C1)C1OC2=C(C1C)C=C(C=C2OC)\C=C\C)OC)OC